Cl.Cl.FC=1C=C(C=CC1)[C@H]1[C@@H](CN(C1)CCOC)N (3S,4R)-4-(3-fluorophenyl)-1-(2-methoxyethyl)pyrrolidin-3-amine dihydrochloride